[1,1'-bis(diphenylphosphino)ferrocene] dichloride palladium dichloride [Pd+2](Cl)Cl.[Cl-].[Cl-].C1(=CC=CC=C1)P([C-]1C=CC=C1)C1=CC=CC=C1.[C-]1(C=CC=C1)P(C1=CC=CC=C1)C1=CC=CC=C1.[Fe+2]